6-(1-([1,1'-Biphenyl]-4-ylmethyl)-1H-indazol-7-carboxamido)spiro[3.3]heptan C1(=CC=C(C=C1)CN1N=CC2=CC=CC(=C12)C(=O)NC1CC2(CCC2)C1)C1=CC=CC=C1